ethyl 2-methyl-5-(cis-3-(trifluoromethyl)cyclobutoxy)benzofuran-3-carboxylate CC=1OC2=C(C1C(=O)OCC)C=C(C=C2)O[C@@H]2C[C@@H](C2)C(F)(F)F